FC1=CC=C(C=C1)C1(CC1)CC(CC=1OC(=NN1)C)=O 1-(1-(4-fluorophenyl)cyclopropyl)-3-(5-methyl-1,3,4-oxadiazol-2-yl)propan-2-one